(R)-4-((3,4-dioxo-2-((3,6,6-trimethyl-4,5,6,7-tetrahydrobenzofuran-7-yl)amino)cyclobut-1-en-1-yl)amino)-3-hydroxy-N,N-dimethylpicolinamide O=C1C(=C(C1=O)NC1=C(C(=NC=C1)C(=O)N(C)C)O)N[C@@H]1C(CCC=2C(=COC21)C)(C)C